C(C)(C)OC(=O)N1[C@H](CN(CC1)CC1=C(C(=CC(=C1)Cl)N)C)C (2S)-4-[(3-amino-5-chloro-2-methyl-phenyl)methyl]-2-methyl-piperazine-1-carboxylic acid isopropyl ester